ClC1=C(C=CC=C1NC(=O)C=1N(C2=C(CNCC2)N1)C)C1=C(C(=CC=C1)NC=1N=CC=C2C=C(C=NC12)CN1CCCC1)C N-(2-chloro-2'-methyl-3'-(3-(pyrrolidin-1-ylmethyl)-1,7-naphthyridin-8-ylamino)biphenyl-3-yl)-1-methyl-4,5,6,7-tetrahydro-1H-imidazolo[4,5-c]pyridine-2-carboxamide